(2S,3R)-N-(4-(2,6-dimethoxyphenyl)-5-(2-phenylpropan-2-yl)-4H-1,2,4-triazol-3-yl)-3-(5-methylpyrimidin-2-yl)butane-2-sulfonamide COC1=C(C(=CC=C1)OC)N1C(=NN=C1C(C)(C)C1=CC=CC=C1)NS(=O)(=O)[C@@H](C)[C@H](C)C1=NC=C(C=N1)C